4-(1-tosyl-1H-pyrrolo[2,3-c]pyridin-3-yl)pyrimidin-2-amine S(=O)(=O)(C1=CC=C(C)C=C1)N1C=C(C=2C1=CN=CC2)C2=NC(=NC=C2)N